O=S1(N=C(C2=C1C=CC=C2)N(\N=C\C2=CC(=C(C=C2)B(O)O)OC)C(C)CC)=O [4-[(E)-[(1,1-dioxo-1,2-benzothiazol-3-yl)-sec-butyl-hydrazono]methyl]-2-methoxyphenyl]boronic acid